4-chloro-6-ethylthieno[2,3-d]pyrimidine ClC=1C2=C(N=CN1)SC(=C2)CC